FC(C=1C(=C(C=CC1)[C@@H](C)NC=1C2=C(N=CN1)N(C(C(=C2)C2(CN(C2)C(=O)OC(C)(C)C)C)=O)C)F)F tert-Butyl 3-(4-{[(1R)-1-[3-(difluoromethyl)-2-fluorophenyl] ethyl] amino}-8-methyl-7-oxo-7H,8H-pyrido[2,3-d]pyrimidin-6-yl)-3-methylazetidine-1-carboxylate